(2R,3S,5R)-5-(6-amino-2-fluoro-9H-purin-9-yl)-2-(((tert-butyldiphenylsilyl)oxy)methyl)-2-ethynyltetrahydrofuran-3-yl (1,3-bis(isobutyryloxy)propan-2-yl) succinate C(CCC(=O)OC(COC(C(C)C)=O)COC(C(C)C)=O)(=O)O[C@@H]1[C@@](O[C@H](C1)N1C2=NC(=NC(=C2N=C1)N)F)(C#C)CO[Si](C1=CC=CC=C1)(C1=CC=CC=C1)C(C)(C)C